(E)-4-((3,4-difluorophenyl) (3-oxopropyl) amino)-4-oxobut-2-enoate FC=1C=C(C=CC1F)N(C(/C=C/C(=O)[O-])=O)CCC=O